[Na+].FC1(CC(C1)C1=CC=C(C=C1)C1=CC=C(C=C1)OC1=C(N=NN1)C(=O)[O-])F 5-((4'-(3,3-Difluorocyclobutyl)-[1,1-biphenyl]-4-yl)oxy)-1H-1,2,3-triazole-4-carboxylic acid sodium salt